(6-methoxy-3-azabicyclo[3.1.0]hexan-3-yl)pyridazin-3(2H)-one COC1C2CN(CC12)N1N=CC=CC1=O